BrC=1C=C(C=CC1)NC(OC1=CC=CC=C1)=O phenyl (3-bromophenyl)carbamate